CN1N=CC=2C1=NC=C(C2)B2OC(C(O2)(C)C)(C)C 1-methyl-5-(4,4,5,5-tetramethyl-1,3,2-dioxaborolan-2-yl)-1H-pyrazolo[3,4-b]pyridine